N-[2-(1-benzylpiperidin-4-yl)ethyl]-1-(2-cyano-4-fluorophenyl)piperidine-4-carboxamide C(C1=CC=CC=C1)N1CCC(CC1)CCNC(=O)C1CCN(CC1)C1=C(C=C(C=C1)F)C#N